C(=O)O.ClC=1C=C2C(=NC1)NC=C2NC2=NC1=C(N2)C=CC(=C1)OC1=CC=CC=C1 N-(5-Chloro-1H-pyrrolo[2,3-b]pyridin-3-yl)-5-phenoxy-1H-benzo[d]imidazol-2-amine formate